BrC1=CC2=C(N=C(N=C2)NCC=2C=NC=CC2)N2C1=NCC2 6-bromo-N-(pyridin-3-ylmethyl)-8,9-dihydroimidazo[1',2':1,6]pyrido[2,3-d]pyrimidin-2-amine